O=C1NC(CCC1N1C(N(C2=C1C=CC(=C2)CCN2C(CNCC2)C(=O)O)C)=O)=O 1-[2-[1-(2,6-Dioxo-3-piperidyl)-3-methyl-2-oxo-benzimidazol-5-yl]ethyl]piperazine-2-carboxylic acid